3-phenanthreneformate C1=CC(=CC=2C3=CC=CC=C3C=CC12)C(=O)[O-]